[Na].[Na].N1=NN=CC2=C1C=CO2 Furotriazine disodium salt